O[C@H]1[C@@H](O[C@@H]([C@H]1O)CO)N1N=CC(=NC1=O)NC(OCC)=O ETHYL (2-((2R,3R,4S,5R)-3,4-DIHYDROXY-5-(HYDROXY-METHYL)TETRAHYDROFURAN-2-YL)-3-OXO-2,3-DIHYDRO-1,2,4-TRIAZIN-5-YL)CARBAMATE